neodymium naphthalenate C1(=CC=CC2=CC=CC=C12)C(=O)[O-].[Nd+3].C1(=CC=CC2=CC=CC=C12)C(=O)[O-].C1(=CC=CC2=CC=CC=C12)C(=O)[O-]